FC1=CC(=C2C=C(N(C2=C1)CCNC1=CC(=NC=N1)C1=CC(=CS1)OCC(F)(F)F)C)OC 5-{6-[2-(6-Fluoro-4-methoxy-2-methyl-indol-1-yl)-ethylamino]-pyrimidin-4-yl}-3-(2,2,2-trifluoroethoxy)-thiophen